N-(6-(7-(dimethylamino)-6-fluoro-5-(trifluoromethyl)-1H-indazol-4-yl)imidazo[1,2-a]pyridin-2-yl)-2-fluorocyclopropane-1-carboxamide CN(C=1C(=C(C(=C2C=NNC12)C=1C=CC=2N(C1)C=C(N2)NC(=O)C2C(C2)F)C(F)(F)F)F)C